NC1=CC=CC(=N1)[C@H](C)NC(=O)C1=CC2=CC=CC(=C2C=C1)C1=CC=C(C=C1)C(F)(F)F (S)-N-(1-(6-aminopyridin-2-yl)ethyl)-5-(4-(trifluoromethyl)phenyl)-2-naphthamide